Menthylphenylacetat C1(CC(C(CC1)C(C)C)C(C(=O)[O-])C1=CC=CC=C1)C